ClC=1C(=NC=C(C1)C(F)(F)F)O[C@H]1CN(CC1)C1=C(C=C(C=C1)C1=CC=CC=C1)[N+](=O)[O-] (R)-3-chloro-2-(1-(3-nitrobiphenyl-4-yl)pyrrolidin-3-yloxy)-5-(trifluoromethyl)pyridine